bromo-7-fluoro-3,4-dihydroisoquinolin-1(2H)-one BrN1C(C2=CC(=CC=C2CC1)F)=O